C(#N)C1=C(C=CC(=C1F)OC)C1=CN=C(N1C)C(=O)N 5-(2-cyano-3-fluoro-4-methoxy-phenyl)-1-methyl-imidazole-2-carboxamide